CN1C(N(C2=C1C=C(C=C2)C2CNCC2)C2C(NC(CC2)=O)=O)=O 3-(3-methyl-2-oxo-5-pyrrolidin-3-yl-benzimidazol-1-yl)piperidine-2,6-dione